allyloxy-methyl-(2,4,6-triisopropyl-phenyl)silane C(C=C)O[SiH](C1=C(C=C(C=C1C(C)C)C(C)C)C(C)C)C